3-aminomethyl-8-chloro-2-phenylquinolin-4(1H)-one NCC1=C(NC2=C(C=CC=C2C1=O)Cl)C1=CC=CC=C1